C(C)(=O)C1=CN(C2=CC=CC=C12)CC(=O)N(C1CC1)CC(=O)NCC1=C(C(=CC=C1)Cl)F 2-(3-acetyl-1H-indol-1-yl)-N-(2-((3-chloro-2-fluorobenzyl)amino)-2-oxoethyl)-N-cyclopropylacetamide